FC(C=1C=C(C=CC1)C(=C)N1C=CC=C1)(F)F 1-(1-(3-(trifluoromethyl)phenyl)vinyl)-1H-pyrrole